N1CC(CCCCC1)P(C)(C)=O azocan-3-yldimethylphosphine oxide